methyl (2-fluoroethyl) sulfide FCCSC